S([Ni])[Ni] thiobisnickel